FC(C(=O)[O-])(F)F.FC(C(=O)[O-])(F)F.[Pd+2] palladium(II) bis(trifluoroacetate)